NCC1=CC(=C(C(=C1)C)NC(=O)C1=CC2=C(OCCC3=C2SC=C3)C=C1C=1C(=NC(=CC1)N1CCCCC1)C(=O)OC)C methyl 3-(9-((4-(aminomethyl)-2,6-dimethylphenyl)carbamoyl)-4,5-dihydrobenzo[b]thieno[2,3-d]oxepin-8-yl)-6-(piperidin-1-yl)picolinate